Cl.Cl.NCC1=CC=C(C=C1)C=1N(N=C2C1N=CN(C2=O)CC2(CCN(CC2)CC2=C(C=C(C=C2)C2=C(SC=C2)Cl)Cl)O)C 3-(4-(aminomethyl)phenyl)-6-((1-(2-chloro-4-(2-chlorothien-3-yl)benzyl)-4-hydroxypiperidin-4-yl)methyl)-2-methyl-2,6-dihydro-7H-pyrazolo[4,3-d]pyrimidin-7-one dihydrochloride